1-(4-(((7-fluorobenzo[d]thiazol-2-yl)(4-methoxyphenethyl)amino)-methyl)phenyl)-1H-pyrrole-3-carboxylic acid FC1=CC=CC=2N=C(SC21)N(CCC2=CC=C(C=C2)OC)CC2=CC=C(C=C2)N2C=C(C=C2)C(=O)O